(2R,3R,4R,5R)-4-[[3-(3,4-Difluoro-2-isopropoxy-phenyl)-4,5-dimethyl-5-(trifluoromethyl)tetrahydrofuran-2-carbonyl]amino]pyridin-2-carboxamid FC=1C(=C(C=CC1F)[C@@H]1[C@@H](O[C@]([C@@H]1C)(C(F)(F)F)C)C(=O)NC1=CC(=NC=C1)C(=O)N)OC(C)C